NC1=NC=2C=C(C=CC2C2=C1N=C(N2CC(C)(O)C)COCC)Br 1-(4-amino-7-bromo-2-(ethoxymethyl)-1H-imidazo[4,5-c]quinolin-1-yl)-2-methylpropan-2-ol